cis-9-trans-12-tetradecadienyl alcohol C=C\C=C/CCCCCCCC(CC)O